6-(methylamino)pyridine-2-carbonitrile CNC1=CC=CC(=N1)C#N